dibromopyrrolo-triazine BrC=1C=C2C(=C(N=NN2)Br)N1